Cl.NC1=CC(=NC=C1)C(C)(C)O 2-(4-amino-2-pyridinyl)propane-2-ol hydrochloride